N-((S)-1-(3-chlorophenyl)-2-hydroxyethyl)-1-(2-((tetrahydrofuran-3-yl)amino)pyridin-4-yl)-1H-imidazole-4-carboxamide ClC=1C=C(C=CC1)[C@@H](CO)NC(=O)C=1N=CN(C1)C1=CC(=NC=C1)NC1COCC1